(R)-4-chloro-2-methyl-N-(2-methyl-4-(N-(1-(piperidin-4-yl)ethyl)sulfamoyl)phenyl)benzamide hydrochloride Cl.ClC1=CC(=C(C(=O)NC2=C(C=C(C=C2)S(N[C@H](C)C2CCNCC2)(=O)=O)C)C=C1)C